C(C)(C)C(C(=O)NC)(C(C)C)C 2-Isopropyl-N,2,3-trimethylbutyramid